(2R)-2-Amino-N-[4-[2-(difluoromethyl)-1H-pyrrolo[2,3-b]pyridin-4-yl]-3-methyl-phenyl]-3,3-dimethyl-butanamide N[C@@H](C(=O)NC1=CC(=C(C=C1)C1=C2C(=NC=C1)NC(=C2)C(F)F)C)C(C)(C)C